N-[{6-[(4-acetylpiperazin-1-yl)methyl]-4-fluoro-1H-benzimidazol-2-yl}(cyclooctyl)-methyl]-3-methylisoxazole-4-carboxamide C(C)(=O)N1CCN(CC1)CC=1C=C(C2=C(NC(=N2)C(NC(=O)C=2C(=NOC2)C)C2CCCCCCC2)C1)F